NC1(CC1)COC=1C=C(C=2CC(CC2C1)CNCCC1CN(C(O1)=O)C=1C=CC=2OCC(NC2N1)=O)C#N 6-[(1-Aminocyclopropyl)methoxy]-2-[[2-[2-oxo-3-(3-oxo-4H-pyrido[3,2-b][1,4]oxazin-6-yl)-1,3-oxazolidin-5-yl]ethylamino]methyl]-2,3-dihydro-1H-indene-4-carbonitrile